FC1=CC=C(O\C=C\2/NC(C3=CC=CC=C23)=O)C=C1 (Z)-3-((4-fluorophenoxy)methylene)isoindolin-1-one